8-chloro-N-(4'-(isopropylsulfonyl)-[1,1'-biphenyl]-3-yl)-N-methyl-[1,2,4]triazolo[4,3-a]quinazolin-5-amine ClC1=CC=C2C(=NC=3N(C2=C1)C=NN3)N(C)C=3C=C(C=CC3)C3=CC=C(C=C3)S(=O)(=O)C(C)C